2-ethyl-N-(2-oxo-2-piperazin-1-yl-ethyl)-4-[[3-[3-(trifluoromethyl)-1H-pyrazol-4-yl]imidazo[1,2-a]pyrazin-8-yl]amino]benzamide formate C(=O)O.C(C)C1=C(C(=O)NCC(N2CCNCC2)=O)C=CC(=C1)NC=1C=2N(C=CN1)C(=CN2)C=2C(=NNC2)C(F)(F)F